2,2',3-trimethylspiro[6,7-dihydrothieno[3,2-C]pyran-4,4'-piperidine] CC1=C(C2=C(CCOC23CC(NCC3)C)S1)C